C(C1=CC=CC=C1)OC1=CC=CC=2CCC12 5-(benzyloxy)bicyclo[4.2.0]octa-1(6),2,4-triene